4,5-dioxo-5-((4-oxo-4-(trityloxy)but-2-yn-1-yl)oxy)pentanoic acid O=C(CCC(=O)O)C(OCC#CC(OC(C1=CC=CC=C1)(C1=CC=CC=C1)C1=CC=CC=C1)=O)=O